CN(C(OCC1=CC=CC=C1)=O)CCOCCOCCOCCOCC(=O)O 4-methyl-3-oxo-1-phenyl-2,7,10,13,16-pentaoxa-4-azaoctadecan-18-oic acid